tert-butyl (exo-3-(3-(2-oxo-4-(piperazine-1-carboxamido)pyrimidin-1(2H)-yl)phenethyl)-3-azabicyclo[3.1.0]hexan-6-yl)carbamate O=C1N(C=CC(=N1)NC(=O)N1CCNCC1)C=1C=C(CCN2CC3C(C3C2)NC(OC(C)(C)C)=O)C=CC1